7-amino-8-hydroxythiochroman-4-one 1,1-dioxide NC1=CC=C2C(CCS(C2=C1O)(=O)=O)=O